[K+].C(C=1C(C(=O)O)=CC(C(=O)O)=CC1)(=O)[O-] trimellitic acid monopotassium salt